F[C@@H]1C2=C([C@@H]3CCCC(N3C1)=O)NC1=CC(=C(C(=C12)F)F)F (7R,12bS)-7,8,9,10-tetrafluoro-1H,2H,3H,4H,6H,7H,12bH-indolo[2,3-a]quinolizin-4-one